(hydroxymethyl)picolinic acid methyl ester COC(C1=NC=CC=C1CO)=O